C(CCCCCCCCCCCCCCCCC)OC(CCCCC(=O)OCCCCCCCCCCCCCCCCCC)=O Distearyladipat